IC=1C=C2C(=CC=NC2=CC1)C 6-Iodo-4-methylquinoline